FC1=CC=C(OC2=CC=C(C=N2)S(=O)(=O)N2[C@H]([C@@H]3CC[C@H](C2)N3C(=O)OCCOC)C(NOC3OCCCC3)=O)C=C1 (1s,2r,5r)-2-methoxyethyl 3-((6-(4-fluorophenoxy) pyridin-3-yl) sulfonyl)-2-(((tetrahydro-2H-pyran-2-yl)-oxy) carbamoyl)-3,8-diazabicyclo[3.2.1]octane-8-carboxylate